tris-isodecyl trimellitate C(C=1C(C(=O)OCCCCCCCC(C)C)=CC(C(=O)OCCCCCCCC(C)C)=CC1)(=O)OCCCCCCCC(C)C